thieno[3,2-d]Pyrimidin-2-amine N1=C(N=CC2=C1C=CS2)N